C1(CCCC1)O[C@@H](CC=1SC=2C(N1)=C(C=C(C2)OCC)C(=O)O)[C@@H](C2=CC(=C(C=C2)C)OC)O 2-[(2s,3r)-2-(cyclopentyloxy)-3-hydroxy-3-(3-methoxy-4-methyl-phenyl)propyl]-6-ethoxy-1,3-benzothiazole-4-carboxylic acid